C1(CC1)C1=NC=NC(=C1C=1N=CC2=C(N1)N(C(C(=C2)CN2CCN(CC2)C)=O)CC2=CC=C(C=C2)C=2N(C=C(N2)C(F)(F)F)C)OC 2-(4-cyclopropyl-6-methoxypyrimidin-5-yl)-8-({4-[1-methyl-4-(trifluoromethyl)imidazol-2-yl]phenyl}methyl)-6-[(4-methylpiperazin-1-yl)methyl]pyrido[2,3-d]pyrimidin-7-one